C(C)N([C@@H]1[C@@H](CCC1)OC=1C=C2CN(C(C2=CC1)=O)C1C(NC(CC1)=O)=O)C 3-(5-(((1R,2S)-2-(ethyl(methyl)amino)cyclopentyl)oxy)-1-oxoisoindolin-2-yl)piperidine-2,6-dione